C(C)(=O)SCC(CCCC(C(=O)OCC1=CC=CC=C1)(C)C1=CC(=CC=C1)OCC(=O)OCC)(C)C Benzyl 7-(acetylthio)-2-(3-(2-ethoxy-2-oxoethoxy)phenyl)-2,6,6-trimethylheptanoate